CCCCCCCCCCCCCCCCC(C)C(=O)O[C@H]1[C@@H]([C@H](O[C@@H]([C@@H]1OC(=O)CCCCCCCCCCCCCCC)O[C@@H]2[C@@H]([C@H]([C@@H]([C@H](O2)CO)O)O)OS(=O)(=O)O)CO)O The molecule is a sulfoglycolipid in which alpha,alpha-trehalose, sulfated at the 2'-position, is acylated at the 2-position with palmitic acid, and at the 3-position with 2-methyloctadecanoic acid. It is a sulfoglycolipid and a polyacyl alpha,alpha-trehalose derivative. It derives from an alpha,alpha-trehalose.